N1(CCNCC1)[C@H](CC)C1=CC=C(C=C1)[C@H](C)NC=1N=CC2=C(N1)N(C(C=C2)=O)C(C)C 2-{[(1S)-1-[4-[(1R)-1-(piperazin-1-yl)propyl]phenyl]ethyl]amino}-8-(propan-2-yl)pyrido[2,3-d]pyrimidin-7(8H)-one